C(=C/CCCC)/C(C(C(=O)[O-])C)C cis-3-hexenyl-2-methylbutyrat